(1R,2R)-2-[(7-chloro-1-methyl-pyrazolo[3,4-d]pyridazin-4-yl)amino]cyclohexanol caprylyl-octanoate C(CCCCCCC)(=O)C(C(=O)O[C@H]1[C@@H](CCCC1)NC1=C2C(=C(N=N1)Cl)N(N=C2)C)CCCCCC